tert-butyl ((3S,5S)-5-(((tert-butyldimethylsilyl)oxy)methyl)-1-(5-(1-cyanocyclopropyl)-2-nitrophenyl)pyrrolidin-3-yl)carbamate [Si](C)(C)(C(C)(C)C)OC[C@@H]1C[C@@H](CN1C1=C(C=CC(=C1)C1(CC1)C#N)[N+](=O)[O-])NC(OC(C)(C)C)=O